2-Amino-4-(3-((3R,4S)-3-(diethylamino)-4-hydroxypyrrolidin-1-yl)-5-fluoro-7,9-dihydrofuro[3,4-f]quinazolin-6-yl)-7-fluorothieno[3,2-c]pyridine-3-carbonitrile NC1=C(C=2C(=NC=C(C2S1)F)C=1C2=C(C=3C=NC(=NC3C1F)N1C[C@H]([C@H](C1)O)N(CC)CC)COC2)C#N